C(C)C=1C=C(OC2=C(N=NN2)C(=O)O)C=CC1 5-(3-ethylphenoxy)-1H-1,2,3-triazole-4-carboxylic acid